BrC=1C=NC(=NC1)N1CCC2(CN(C2)C(=O)OC(C)(C)C)CC1 tert-butyl 7-(5-bromopyrimidin-2-yl)-2,7-diazaspiro[3.5]nonane-2-carboxylate